BrC1=C(C(=O)OC)C=C(C=C1)NC1=NC=C(C(=N1)N[C@H]1[C@@H](CCC1)C#N)C methyl 2-bromo-5-((4-(((trans)-2-cyanocyclopentyl)amino)-5-methylpyrimidin-2-yl)amino)benzoate